C(CCC)OC=1C(=C(C=C(C1)CCCC)O)C 3-Butoxy-5-butyl-2-methylphenol